C(C)(C)(C)OC(=O)N1CC2(C1)CCN(CC2)C2=NC(=NC1=C(C(=C(C=C21)C=C)C2=C1C=NNC1=CC=C2C)OCC)OC2CCN(CC2)C 7-{8-ethoxy-7-(5-methyl-1H-indazol-4-yl)-2-[(1-methylpiperidin-4-yl)oxy]-6-vinylquinazolin-4-yl}-2,7-diazaspiro[3.5]nonane-2-carboxylic acid tert-butyl ester